ethyl 3-[(6-bromo-1-methylindazol-3-yl)amino]propanoate BrC1=CC=C2C(=NN(C2=C1)C)NCCC(=O)OCC